C[C@@H]1N(C[C@@H](CC1)C1=NC(=CC(=N1)NC1=CC(=CC=C1)C=1N=NN(C1)C)C1=NC=CN=C1)C(C)=O 1-((2s,5r)-2-methyl-5-(4-((3-(1-methyl-1H-1,2,3-triazol-4-yl)phenyl)amino)-6-(pyrazin-2-yl)pyrimidin-2-yl)piperidin-1-yl)ethan-1-one